(R)-((2-(6-chloro-1H-pyrrolo[2,3-b]pyridin-4-yl)-6-(3-methylmorpholino)pyrimidin-4-yl)imino)dimethyl-λ6-sulfanone ClC1=CC(=C2C(=N1)NC=C2)C2=NC(=CC(=N2)N=S(=O)(C)C)N2[C@@H](COCC2)C